ClC1=NC(=CC(=N1)N1[C@@H](COCC1)C)C1(CCOCC1)S(=O)(=O)C (R)-4-(2-chloro-6-(4-(methylsulfonyl)tetrahydro-2H-pyran-4-yl)pyrimidin-4-yl)-3-methylmorpholine